NC=1SC=C(N1)C=1N=NN(C1)[C@@H]1[C@H]([C@@H](SC2=C(C=CC(=C2)Cl)C#N)O[C@@H]([C@@H]1O)CO)OC 5-chloro-2-cyanophenyl 3-[4-(2-aminothiazol-4-yl)-1H-1,2,3-triazol-1-yl]-3-deoxy-2-O-methyl-1-thio-alpha-D-galactopyranoside